benzoxazinebutylamine O1NC(=CC2=C1C=CC=C2)CCCCN